6-chloro-4-[(3R,4R)-4-(4-chloro-2-hydroxy-N-methyl-anilino)-3-methyl-1-piperidinyl]-1-methyl-2-oxo-1,5-naphthyridine-3-carbonitrile ClC=1N=C2C(=C(C(N(C2=CC1)C)=O)C#N)N1C[C@H]([C@@H](CC1)N(C1=C(C=C(C=C1)Cl)O)C)C